methyl-vanillyl-nonanamide dioctadecyl-2,2-bis-(3,5-di-tert-butyl-2-hydroxybenzyl)-malonate C(CCCCCCCCCCCCCCCCC)OC(C(C(=O)OCCCCCCCCCCCCCCCCCC)(CC1=C(C(=CC(=C1)C(C)(C)C)C(C)(C)C)O)CC1=C(C(=CC(=C1)C(C)(C)C)C(C)(C)C)O)=O.CC(C(=O)N)(CCCCCCC)CC1=CC(OC)=C(O)C=C1